(2S)-2-(2,4-dimethylpyridin-3-yl)-1-methylpyrrolidin-1-ium salicylate C(C=1C(O)=CC=CC1)(=O)[O-].CC1=NC=CC(=C1[C@H]1[NH+](CCC1)C)C